NCCCNCCCN bis-(3-aminopropyl)-amine